NC1(CCC2=C(SC(=C2)NC([C@H](C2CCCCC2)NC(=O)C2=CC=NN2C)=O)C1)C(NC)=O N-((1S)-2-((6-amino-6-(methylcarbamoyl)-4,5,6,7-tetrahydrobenzo[b]thiophen-2-yl)amino)-1-cyclohexyl-2-oxoethyl)-1-methyl-1H-pyrazole-5-carboxamide